IC1=CC=C(C=C1)CN1CCNCC1 1-[(4-iodophenyl)methyl]piperazine